(Z)-6-bromo-N'-[4-[tert-butyl(dimethyl)silyl]oxy-2-chloro-phenyl]-4-chloro-pyrrolo[1,2-b]pyridazine-3-carboxamidine BrC=1C=C2N(N=CC(=C2Cl)/C(=N/C2=C(C=C(C=C2)O[Si](C)(C)C(C)(C)C)Cl)/N)C1